1'-[2-(4-difluoromethanesulfonylphenoxy)eth-yl]-2-oxo-1,2-dihydrospiro[indole-3,4'-piperidine]-5-carbonitrile FC(S(=O)(=O)C1=CC=C(OCCN2CCC3(CC2)C(NC2=CC=C(C=C23)C#N)=O)C=C1)F